OC1=CC=C(CC2C(NC(C(N2)=O)CC2=CC=C(C=C2)O)=O)C=C1 3,6-di(p-hydroxybenzyl)-2,5-diketopiperazine